1-(4-(1,6-dimethyl-1H-pyrazolo[3,4-d]pyrimidin-4-yl)piperazin-1-yl)propan-1-one CN1N=CC=2C1=NC(=NC2N2CCN(CC2)C(CC)=O)C